ClC1=CN(C2=CC=C(C(=C12)CC=O)Cl)C 2-(3,5-dichloro-1-methyl-indol-4-yl)ethanone